Cl.Cl.FC=1C=C(C=CC1)[C@@H](O)[C@@H]1N[C@@H](CC1)CC1CCNCC1 (R)-(3-Fluorophenyl)((2R,5S)-5-(piperidin-4-ylmethyl)pyrrolidin-2-yl)-methanol dihydrochloride